C(C)(C)(CC)[C@H]1CC[C@H](CC1)N(C(C1=CC(C(=O)N)=CC(=C1)NC(=O)[C@@H]1CC[C@@H](CC1)C(C)(C)CC)=O)[C@@H]1CC[C@@H](CC1)C(C)(C)CC N,N-bis(cis-4-tert-pentylcyclohexyl)-5-(cis-4-tert-pentylcyclohexylcarbonylamino)isophthalamide